(2-chloro-4-fluoro-phenyl)-[(1S,5R)-8-[5-[4-[2-(4-chlorophenyl)ethyl]piperazin-1-yl]sulfonyl-1H-indazol-7-yl]-3,8-diazabicyclo[3.2.1]octan-3-yl]methanone ClC1=C(C=CC(=C1)F)C(=O)N1C[C@@H]2CC[C@H](C1)N2C=2C=C(C=C1C=NNC21)S(=O)(=O)N2CCN(CC2)CCC2=CC=C(C=C2)Cl